C(C)(C)(C)NS(=O)(=O)C1=NC(=CC=C1N[C@H](C)C1=CC(=CC=2C(C=C(OC21)C=2C=NN(C2)C)=O)C)Cl N-tert-butyl-6-chloro-3-[[(1R)-1-[6-methyl-2-(1-methylpyrazol-4-yl)-4-oxo-benzopyran-8-yl]ethyl]amino]pyridine-2-sulfonamide